1-[(3R,4S,5R)-3,4-dihydroxy-5-(hydroxymethyl)tetrahydrofuran-2-yl]pyrimidine-2,4-dione O[C@H]1C(O[C@@H]([C@H]1O)CO)N1C(NC(C=C1)=O)=O